N(=NC1(CCCCC1)C#N)C1(CCCCC1)C#N 1,1'-azobis(hexahydrocyanobenzene)